2-({7-amino-4-[4-(3-methoxyphenyl)-1-methyl-1H-indazol-6-yl]-1-oxo-2,3-dihydro-1H-isoindol-2-yl}methyl)prop-2-enamide NC=1C=CC(=C2CN(C(C12)=O)CC(C(=O)N)=C)C1=CC(=C2C=NN(C2=C1)C)C1=CC(=CC=C1)OC